C(C)(C)(C)OC(=O)N1CCC(CC1)SC1=CC=C(C=C1)[N+](=O)[O-] 4-(4-nitrophenyl)sulfanylpiperidine-1-carboxylic acid tert-butyl ester